C(=O)C1=C(PC=C1)C=O diformylphosphole